[Zn+2].C(C)P([O-])(=O)CC.C(C)P([O-])(=O)CC bis(diethyl-phosphinic acid) zinc salt